2,2'-oxybis(ethane-1-thiol) O(CCS)CCS